6-chloro-2-(2-(5-nitrofuran-2-yl)vinyl)quinoline ClC=1C=C2C=CC(=NC2=CC1)C=CC=1OC(=CC1)[N+](=O)[O-]